(±)-(4Z)-4-(1,3-benzothiazol-6-ylmethylene)-2-[[trans-4-methoxycycloheptyl]amino]-1H-imidazol-5-one S1C=NC2=C1C=C(C=C2)\C=C\2/N=C(NC2=O)N[C@@H]2CC[C@H](CCC2)OC |r|